BrC1=C(N=C(S1)C(F)(F)F)C(=O)OCC ethyl 5-bromo-2-(trifluoromethyl)thiazole-4-carboxylate